Cl.NC=1C=NN(C1)CC=1C=C(C(=NC1)C(C)(C)O)F 2-(5-((4-amino-1H-pyrazol-1-yl)methyl)-3-fluoropyridin-2-yl)propan-2-ol hydrochloride